2,6-bis(di-t-butylphosphinomethyl)pyridine C(C)(C)(C)P(C(C)(C)C)CC1=NC(=CC=C1)CP(C(C)(C)C)C(C)(C)C